C1(CC1)C(=O)NC=1C=CC(=NC1)C=1N=NN(C1NC(O[C@H](C)C=1C(=NC=CC1)Cl)=O)C (R)-1-(2-chloropyridin-3-yl)ethyl (4-(5-(cyclopropanecarboxamido)pyridin-2-yl)-1-methyl-1H-1,2,3-triazol-5-yl)carbamate